2-ethoxycarbonyl-phenyl-boronic acid C(C)OC(=O)C1=C(C=CC=C1)B(O)O